NC1=NC2=CC(=CC=C2C1(C)C)CC[C@@]12[C@H]([C@H]([C@@H]([C@H]2C1)N1C=CC2=C1N=CN=C2N)O)O (1R,2R,3S,4R,5S)-1-(2-(2-Amino-3,3-dimethyl-3H-indol-6-yl)ethyl)-4-(4-amino-7H-pyrrolo[2,3-d]pyrimidin-7-yl)bicyclo[3.1.0]hexane-2,3-diol